C(C)(=O)[O-].N1C=NC=C1[I+]C1=CC=CC=C1 (1H-imidazol-5-yl)(phenyl)iodonium acetate